(Z)-3-(1-(4-amino-2-fluorobut-2-en-1-yl)-1H-benzo[d][1,2,3]triazol-4-yl)-N-cyclopropylbenzenesulfonamide hydrochloride Cl.NC\C=C(\CN1N=NC2=C1C=CC=C2C=2C=C(C=CC2)S(=O)(=O)NC2CC2)/F